C(C)(C)(C)OC(=O)N1CCC(CC1)C=1C=NC(=CC1OC)N.C1(=C(C(=CC(=C1)C)C)S(=O)(=O)NC(COC1=CC2=CC=CC=C2C=C1)=O)C N-(mesitylenesulfonyl)-2-(naphthalen-2-yloxy)acetamide tert.-Butyl-4-(6-amino-4-methoxypyridin-3-yl)piperidine-1-carboxylate